(1-METHYL-1H-PYRAZOL-3-YL)ACETIC ACID CN1N=C(C=C1)CC(=O)O